NC1=C(C=C(C=N1)C1=NN2C(=C1)[C@@]1(CN(CC1)C(=O)N[C@@H]1COC3=C1C=CC=C3)OCC2)C(F)(F)F |&1:12| (3'RS)-2-[6-amino-5-(trifluoromethyl)pyridin-3-yl]-N-[(3S)-2,3-dihydro-1-benzofuran-3-yl]-6,7-dihydrospiro[pyrazolo[5,1-c][1,4]oxazine-4,3'-pyrrolidine]-1'-carboxamide